ethyl P-(4-(5-(chlorodifluoromethyl)-1,2,4-oxadiazol-3-yl)-2-fluorobenzyl)-N-(o-tolyl)phosphonamidate ClC(C1=NC(=NO1)C1=CC(=C(CP(OCC)(=O)NC2=C(C=CC=C2)C)C=C1)F)(F)F